3-Chloro-4-fluorobenzamidine ClC=1C=C(C(=N)N)C=CC1F